BrC1=C(C=CC2=CC=C(C=C12)F)C=O 1-bromo-7-fluoronaphthalene-2-carbaldehyde